1-[7-(2-Aminopyridin-4-yl)-1,2,3,4-tetrahydroacridin-9-yl]piperidine-4-carboxylic acid NC1=NC=CC(=C1)C1=CC=C2N=C3CCCCC3=C(C2=C1)N1CCC(CC1)C(=O)O